5-chloro-6-(trifluoromethyl)pyridin-2-amine ClC=1C=CC(=NC1C(F)(F)F)N